BrC=1C=C(C=CC1)C[C@@H](CC(F)(F)F)NS(=O)(=O)C1=CC=C(C=C1)OC(F)(F)F (S)-N-(1-(3-bromophenyl)-4,4,4-trifluorobutan-2-yl)-4-(trifluoromethoxy)benzenesulfonamide